C(C)ONC(C(=C)C)=O N-ethoxymethacrylamide